4-(4-benzoyl-3-hydroxyphenoxy)octyl-(5-isocyano-2-methylphenyl)glycine C(C1=CC=CC=C1)(=O)C1=C(C=C(OC(CCCN(CC(=O)O)C2=C(C=CC(=C2)[N+]#[C-])C)CCCC)C=C1)O